CC1=CC=C(C=C1)S(=O)(=O)OCCOCCO 2-(2-hydroxyethoxy)ethyl 4-methylbenzenesulfonate